C(C)(C)(C)OC(NC[C@@H]1C(NC(C1)(C)C)=O)=O |r| N-[rac-(5,5-dimethyl-2-oxo-pyrrolidin-3-yl)methyl]carbamic acid tert-butyl ester